(R)-2-amino-N-(6-(2-hydroxy-4-(trifluoromethyl)phenyl)-5-isopropylpyridazin-3-yl)propanamide N[C@@H](C(=O)NC=1N=NC(=C(C1)C(C)C)C1=C(C=C(C=C1)C(F)(F)F)O)C